tert-butyl (S)-(4-amino-4-(3-benzyl-1,2,4-oxadiazol-5-yl)butyl)carbamate N[C@@H](CCCNC(OC(C)(C)C)=O)C1=NC(=NO1)CC1=CC=CC=C1